(S)-quinuclidin-3-yl (5-(5-chloro-2-isopropoxyphenyl)-2,2-dimethyl-2,3-dihydro-1H-inden-1-yl)carbamate ClC=1C=CC(=C(C1)C=1C=C2CC(C(C2=CC1)NC(O[C@@H]1CN2CCC1CC2)=O)(C)C)OC(C)C